methyl (4-(2-bromoacetyl)-3-fluoropyridin-2-yl)carbamate BrCC(=O)C1=C(C(=NC=C1)NC(OC)=O)F